CC1C2C3C4C=CC(C3C(C1)C2)C4 8-methyl-tetracyclo[4.4.0.12,5.17,10]dodeca-3-ene